O=C1CC(N(C(C1)(C)C)OP(ON1C(CC(CC1(C)C)=O)(C)C)ON1C(CC(CC1(C)C)=O)(C)C)(C)C tris(4-oxo-2,2,6,6-tetramethylpiperidinyloxy)phosphine